2-amino-4-fluoro-5-methyl-benzoic acid methyl ester COC(C1=C(C=C(C(=C1)C)F)N)=O